CN1C=NC2=C1C(=NNC2=O)C(=C)C Methyl-7-(prop-1-en-2-yl)-1H,4H,5H-imidazo[4,5-d]pyridazine-4-one